C(CC)[N+]1=CC=C(C=C1)C N-propyl-4-methylpyridinium